FC(OC1=C(C=CC=C1)C1=CC=C(C=C1)ON1N=NC(=C1)C(=O)O)F ((2'-(difluoromethoxy)-[1,1'-biphenyl]-4-yl)oxy)-1H-1,2,3-triazole-4-carboxylic acid